C1=C(C=CC=2C3=CC=CC=C3C3(C12)C1=CC(=CC=C1C=1C=CC=CC13)N1C3=CC=CC=C3C=3C=CC=CC13)N1C3=CC=CC=C3C=3C=CC=CC13 9,9'-(9,9'-spirobi[9H-fluorene]-2,7'-diyl)bis[9H-carbazole]